F[C@@H]1[C@@]2(CC[C@](C[C@H]1C(=C)C1=NN=C(S1)C=1C(=CC(=NC1)N1C=NC=C1)O)(N2)C)C 5-(5-(1-((1S,2S,3S,5R)-2-fluoro-1,5-dimethyl-8-azabicyclo[3.2.1]octan-3-yl)vinyl)-1,3,4-thiadiazol-2-yl)-2-(1H-imidazol-1-yl)pyridin-4-ol